(2E)-3-(4-{[4-(3-nitrilopropionyloxy)benzoyl]oxy}phenyl)prop-2-enoic acid N#CCC(=O)OC1=CC=C(C(=O)OC2=CC=C(C=C2)/C=C/C(=O)O)C=C1